Tert-butyl 4-((4-methoxypyridin-3-yl)(4-(methylsulfonyl)phenyl)amino)piperidine-1-carboxylate COC1=C(C=NC=C1)N(C1CCN(CC1)C(=O)OC(C)(C)C)C1=CC=C(C=C1)S(=O)(=O)C